tert-butyl (S)-5-amino-5-oxo-4-(6'-oxo-1',2',6',8'-tetrahydro-7'H-spiro[piperidine-4,3'-pyrrolo[3,4-g]indol]-7'-yl)pentanoate NC([C@H](CCC(=O)OC(C)(C)C)N1C(C2=CC=C3C4(CNC3=C2C1)CCNCC4)=O)=O